N1C=C(C2=CC=CC=C12)C1CN(CC1)C(CC(=O)NN)C=1SC=CN1 3-(3-(1H-indol-3-yl)pyrrolidin-1-yl)-N'-(1,3-thiazol-2-yl)propionyl-hydrazine